Cl.N[C@@H]1CN(CCC1)C1=CC(N(C=N1)CC1(CCN(CC1)C(C[C@@H](C)C1=CC=CC=C1)=O)O)=O 6-((S)-3-Aminopiperidin-1-yl)-3-((4-hydroxy-1-((R)-3-phenylbutanoyl)piperidin-4-yl)methyl)pyrimidin-4(3H)-one hydrochloride